C(C)(=O)OC\C(\CC\C=C(\CCC=C(C)C)/C)=C/CCl (2Z,5E)-2-(2-chloroethylidene)-6,10-dimethylundeca-5,9-dien-1-yl acetate